C(C)(=O)O[C@H]1[C@@H](SC=2C=NC=C(C2)Br)O[C@@H]([C@@H]([C@@H]1N1N=NC(=C1)C=1SC=CN1)OC(C)=O)COC(C)=O 5-bromopyridin-3-yl 2,4,6-tri-O-acetyl-3-deoxy-3-[4-(2-thiazolyl)-1H-1,2,3-triazol-1-yl]-1-thio-α-D-galactopyranoside